6-[5-[1-Benzyloxy-1-(trifluoromethyl)pent-4-enyl]-1,3,4-oxadiazol-2-yl]-5-(tert-butoxycarbonylamino)-3-(trifluoromethyl)pyridine-2-carboxylic acid C(C1=CC=CC=C1)OC(CCC=C)(C(F)(F)F)C1=NN=C(O1)C1=C(C=C(C(=N1)C(=O)O)C(F)(F)F)NC(=O)OC(C)(C)C